C1(CC1)C1=C(C=CC=C1)C1=C(C=CC(=N1)NS(=O)(=O)C1=CC=CC(=N1)N1C[C@@](CCC1)(C(=O)O)C)OC (R)-1-(6-(N-(6-(2-cyclopropylphenyl)-5-methoxypyridin-2-yl)sulfamoyl)pyridin-2-yl)-3-methylpiperidine-3-carboxylic acid